CN1CCN(C2=C(C=CC=C12)C)S(=O)(=O)C=1C(=NC(=CC1)C1=CC(=NO1)C)C 1,5-dimethyl-4-{[2-methyl-6-(3-methyl-1,2-oxazol-5-yl)pyridin-3-yl]sulfonyl}-1,2,3,4-tetrahydroquinoxaline